3-(trifluoromethyl)-4,5,6,7-tetrahydro-1H-pyrazolo[3,4-c]pyridine FC(C1=NNC=2CNCCC21)(F)F